OCC(CNC(=O)N1C[C@@H](OCC1)CC1=CC=C(C=C1)OC)CC1=CC=C(C=C1)C(F)(F)F |r| racemic-(2S)-N-[2-(hydroxymethyl)-3-[4-(trifluoromethyl)phenyl]propyl]-2-[(4-methoxyphenyl)methyl]morpholine-4-carboxamide